diglycerol triisostearate C(CCCCCCCCCCCCCCC(C)C)(=O)O.C(CCCCCCCCCCCCCCC(C)C)(=O)O.C(CCCCCCCCCCCCCCC(C)C)(=O)O.OCC(O)CO.OCC(O)CO